(2e,4e)-1,5-diphenylpentan-2,4-dien-1-one C1(=CC=CC=C1)C(\C=C\C=C\C1=CC=CC=C1)=O